(2R,5S)-5-(4-Chlorobenzyl)-4-(4-(1,5-dimethyl-1H-pyrazol-3-yl)cyclohexyl)morpholin ClC1=CC=C(C[C@H]2COCCN2C2CCC(CC2)C2=NN(C(=C2)C)C)C=C1